COC=1C=C(C=CC1C(F)(F)F)C(C)=O 1-(3-methoxy-4-trifluoromethylphenyl)ethanone